Cl.Cl.N[C@H](C(=O)OCC1=CC(=NC(=C1)Cl)Cl)CCC=1C=NC(=CC1)N (2,6-Dichloropyridin-4-yl)methyl (S)-2-amino-4-(6-aminopyridin-3-yl)butanoate dihydrochloride